benzyl 2-bromoacetate BrCC(=O)OCC1=CC=CC=C1